2-((methylamino)methyl)-1-(4-methoxyphenyl)cyclopentane-1-ol CNCC1C(CCC1)(O)C1=CC=C(C=C1)OC